C(C)(C)C=1N=C(C2=C(N1)C=CC=N2)O 2-isopropylpyrido[3,2-d]pyrimidin-4-ol